(2-oxo-1,3-dioxolan-4-yl) methyl-2-methylprop-2-enoate CC=C(C(=O)OC1OC(OC1)=O)C